FC(OC1=CC2=C(N=C(S2)NC(=O)C2CCCC2)C=C1)(F)F N-[6-(trifluoromethoxy)-1,3-benzothiazol-2-yl]cyclopentanecarboxamide